ON=C(N)C1=CC=C(CNC(OC(C)(C)C)=O)C=C1 tert-butyl (4-(N'-hydroxycarbamimidoyl)benzyl)carbamate